tert-Butyl 3-(4-amino-3-iodo-1H-pyrazolo[3,4-d]pyrimidin-1-yl)piperidine-1-carboxylate NC1=C2C(=NC=N1)N(N=C2I)C2CN(CCC2)C(=O)OC(C)(C)C